C(C)(C)(C)OC(=O)N1CC2CCC(C1)N2 3,8-di-azabicyclo[3.2.1]octane-3-carboxylic acid tert-butyl ester